5-chloro-3-(4-nitrophenyl)-1-[4-(trifluoromethoxy)phenyl]-1,2,4-triazole ClC1=NC(=NN1C1=CC=C(C=C1)OC(F)(F)F)C1=CC=C(C=C1)[N+](=O)[O-]